6-(3-amino-6-(1-(1-(2-methoxyethyl)piperidin-4-yl)-1H-pyrazol-4-yl)pyrazin-2-yl)-2-(2-fluoro-3,5-dimethoxyphenyl)pyridazin-3(2H)-one 2,2,2-trifluoroacetate salt FC(C(=O)O)(F)F.NC=1C(=NC(=CN1)C=1C=NN(C1)C1CCN(CC1)CCOC)C=1C=CC(N(N1)C1=C(C(=CC(=C1)OC)OC)F)=O